ClC1=C2C(=NC(=C1)C)C(=CS2)S(=O)(=O)O 7-chloro-5-methylthieno[3,2-b]pyridine-3-sulfonic acid